2-hydroxy-4-(methyl-thio)butyronitrile OC(C#N)CCSC